2-((2S,4S)-5-chloro-6-fluoro-2-(((4-(hydroxymethyl)cyclohexyl)amino)methyl)-2-phenyl-2,3-dihydrobenzofuran-4-yl)-4-(difluoromethoxy)-3-fluorobenzamide ClC=1C(=CC2=C(C[C@](O2)(C2=CC=CC=C2)CNC2CCC(CC2)CO)C1C1=C(C(=O)N)C=CC(=C1F)OC(F)F)F